[Br-].[Tb+2].CC1=NN(C(=C1CCC(=O)N1CCN(CC1)CC1=CC=C(C=C1)O)C)C=1C=CC=2N(N1)C(=NN2)C.[Br-] 3-(3,5-dimethyl-1-(3-methyl-[1,2,4]triazolo[4,3-b]pyridazin-6-yl)-1H-pyrazol-4-yl)-1-(4-(4-hydroxybenzyl)piperazin-1-yl)propan-1-one Terbium(II) bromide